ClCC(=O)O.C12CC3CC(CC(C1)C3)C2 adamantane α-chloroacetate